propanoic acid hydrochloride Cl.C(CC)(=O)O